C(CC[C@@H](C)[C@H]1CC=C2[C@@H]3CCC4CCCC[C@]4(C)[C@H]3CC[C@]12C)(=O)O chol-14-enoic acid